OC1=CC=C(C=C1)C1=CC=C(C=C1)/C=C/C(=O)C1=CC=CC=C1 (E)-3-[4-(4-Hydroxyphenyl)phenyl]-1-phenylprop-2-en-1-one